NC=1C(NC2=C3C=CC(=NC3=C(C=C2C1C=1C2=CN(N=C2C(=CC1)F)C1OCCCC1)Br)OC)=O 3-amino-6-bromo-4-[7-fluoro-2-(oxan-2-yl)indazol-4-yl]-8-methoxy-1H-1,7-phenanthrolin-2-one